OC(CN(CCCCC(=O)OCCN1CCN(CC1)CCSSCCCN(CC(CCCCCC\C=C/CCCCCCCC)O)CC(CCCCCC\C=C/CCCCCCCC)O)CC(CCCCCCCC)O)CCCCCCCC 2-(4-(2-((3-(Bis((Z)-2-hydroxyoctadec-9-en-1-yl)amino)propyl)disulfaneyl)ethyl)piperazin-1-yl)ethyl 5-(bis(2-hydroxydecyl)amino)pentanoate